2,4,6-tris(2-pyridyl)s-triazine N1=C(C=CC=C1)C1=NC(=NC(=N1)C1=NC=CC=C1)C1=NC=CC=C1